5-(1-cyclohexyl-1,6-dihydroimidazo[4,5-d]pyrrolo[2,3-b]pyridin-2-yl)furan-2-carbaldehyde C1(CCCCC1)N1C(=NC=2C1=C1C(=NC2)NC=C1)C1=CC=C(O1)C=O